2-((3,5-dimethylbenzyl)thio)-6-oxo-4-(3,4,5-trimethoxyphenyl)-1,6-dihydropyrimidine-5-carbonitrile CC=1C=C(CSC=2NC(C(=C(N2)C2=CC(=C(C(=C2)OC)OC)OC)C#N)=O)C=C(C1)C